ClC=1C(N(C(=CC1OCC1=NC=C(C=C1F)F)C)C1=CC(=NC=C1C)C1=NC(=NC=C1)N1C[C@@H](CC1)O)=O (R)-3-chloro-4-((3,5-difluoropyridin-2-yl)methoxy)-2'-(2-(3-hydroxypyrrolidin-1-yl)pyrimidin-4-yl)-5',6-dimethyl-2H-[1,4'-bipyridine]-2-one